C(C)(C)(C)C1=CC=C(C=C1)N1C=NC2=C1C=CC(=C2)O (4-tert-butylphenyl)-1H-benzo[d]imidazol-5-ol